C[N+](=CSC1=NOC(C1)(C)C)C N,N-dimethyl-(5,5-dimethyl-4H-isoxazol-3-ylsulfanyl)methaniminium